5-(difluoromethoxy)-2-hydrazinopyrimidine FC(OC=1C=NC(=NC1)NN)F